C(O)C1=C(C=CC(=C1)C(C)(C)C)O methylol-p-tert-butylphenol